propyl-1-benzyl-1H-indazole C(CC)C1=NN(C2=CC=CC=C12)CC1=CC=CC=C1